Cl/C=C/C=C/CCCCCCCO 11-Chloro-(E,E)-8,10-undecadien-1-ol